CC(=O)NC1=CC=C(C=C1)C=O n-(4-formylphenyl)acetamide